C1(CC1)C1=CC(=NC=2N1N=C(C2)C(=O)OCC)C2=CC=CC=C2 ethyl 7-cyclopropyl-5-phenylpyrazolo[1,5-a]pyrimidine-2-carboxylate